1-methyl-7-(4-methylpiperazin-1-yl)-2-oxo-4-{2-[3-(trifluoromethoxy)phenyl]-2,8-diazaspiro[4.5]decan-8-yl}-1,2-dihydroquinoline-3-carbonitrile CN1C(C(=C(C2=CC=C(C=C12)N1CCN(CC1)C)N1CCC2(CCN(C2)C2=CC(=CC=C2)OC(F)(F)F)CC1)C#N)=O